COC1=C(CN(S(=O)(=O)C2=NC=CC(=C2)N2CC(=NC3=CC=CC=C23)N2CC(C(CC2)(F)F)C)CC2=C(C=C(C=C2)OC)OC)C=CC(=C1)OC N-(2-(N,N-bis(2,4-dimethoxybenzyl)sulfamoyl)pyridin-4-yl)-3-(4,4-difluoro-3-methylpiperidin-1-yl)quinoxaline